(S)-N-((S)-2-(dimethylamino)-3-(4-hydroxy-2-methylphenyl)propyl)-3-(5-methylfuran-2-yl)-3-(1-(trifluoromethyl)cyclopropyl)propanamide CN([C@H](CNC(C[C@@H](C1(CC1)C(F)(F)F)C=1OC(=CC1)C)=O)CC1=C(C=C(C=C1)O)C)C